(S)-3-((3,5-dimethoxyphenyl)ethynyl)-5-((2-hydroxyethyl)amino)-1-(pyrrolidin-3-yl)-1H-pyrazole-4-carboxamide COC=1C=C(C=C(C1)OC)C#CC1=NN(C(=C1C(=O)N)NCCO)[C@@H]1CNCC1